(4-fluoro-3-nitrophenyl)(piperidin-1-yl)methanone FC1=C(C=C(C=C1)C(=O)N1CCCCC1)[N+](=O)[O-]